CNC1=NC=CC(=N1)CN1C(C=C(C=C1)N1N=C(C=2C1=NC=CN2)C2=CC=C(C=C2)C(F)(F)F)=O 1-((2-(methylamino)pyrimidin-4-yl)methyl)-4-(3-(4-(trifluoromethyl)phenyl)-1H-pyrazolo[3,4-b]pyrazin-1-yl)pyridin-2(1H)-one